(E)-3-(4-Methoxyphenyl)-N-(1H-pyrazol-3-yl)-N-(tetrahydrofuran-2-ylmethyl)prop-2-enamid COC1=CC=C(C=C1)/C=C/C(=O)N(CC1OCCC1)C1=NNC=C1